1,3-bis(4-(tert-butyl)-2,6-bis((R)-1-phenylethyl)phenyl)-1,3-dihydro-2H-imidazole-2-imine C(C)(C)(C)C1=CC(=C(C(=C1)[C@H](C)C1=CC=CC=C1)N1C(N(C=C1)C1=C(C=C(C=C1[C@H](C)C1=CC=CC=C1)C(C)(C)C)[C@H](C)C1=CC=CC=C1)=N)[C@H](C)C1=CC=CC=C1